2,5-diisooctylhydroquinone C(CCCCC(C)C)C1=C(O)C=C(C(=C1)O)CCCCCC(C)C